2-methyl-1,4-bis(n-hexanoyloxy)naphthalene CC1=C(C2=CC=CC=C2C(=C1)OC(CCCCC)=O)OC(CCCCC)=O